ClC1=CC=C(N=N1)OC1=CC=C2C(=CC(OC2=C1C=O)=O)C 6-chloro-3-[(8-formyl-4-methyl-2-oxo-2H-chromen-7-yl)oxy]pyridazine